(2s,4s)-1-(tert-butoxycarbonyl)-4-(4-fluorophenyl)pyrrolidine-2-carboxylic acid C(C)(C)(C)OC(=O)N1[C@@H](C[C@H](C1)C1=CC=C(C=C1)F)C(=O)O